ClC1=C(C#N)C(=CC=C1)N1N=CC(=C1)C1=CN(C(C=C1C=1C=NC(=NC1)N1CCN(CC1)C)=O)C 2-chloro-6-(4-(1-methyl-4-(2-(4-methylpiperazin-1-yl)pyrimidin-5-yl)-6-oxo-1,6-dihydropyridin-3-yl)-1H-pyrazol-1-yl)benzonitrile